N1-[2-(didodecylamino)ethyl]-N1,N4,N4-tri(dodecyl)-1,4-piperazinediethylamine C(CCCCCCCCCCC)N(CCN(CCN1CCN(CC1)CCN(CCCCCCCCCCCC)CCCCCCCCCCCC)CCCCCCCCCCCC)CCCCCCCCCCCC